FC=1C=C(C=CC1)C1=CC=CC=2N(C=NC21)CCC[C@H]2NCCC[C@@H]2O (2R,3S)-2-(3-(4-(3-fluorophenyl)-1H-benzo[d]imidazol-1-yl)propyl)piperidin-3-ol